2-(6-((4-(azetidin-3-yl)-1H-1,2,3-triazol-1-yl)methyl)pyridin-3-yl)-5-(difluoromethyl)-1,3,4-oxadiazole N1CC(C1)C=1N=NN(C1)CC1=CC=C(C=N1)C=1OC(=NN1)C(F)F